(5-(2-fluoro-6-methoxyphenyl)-1H-pyrazolo[3,4-c]pyridin-3-yl)-2-methylthiazole FC1=C(C(=CC=C1)OC)C=1C=C2C(=CN1)NN=C2C=2N=C(SC2)C